N-(2-fluoroethyl)-2-(5-hydroxy-6-oxo-1,6-dihydropyrimidin-4-yl)-3-(6-(4-(2-hydroxyethyl)phenyl)-3-oxo-1H-pyrrolo[1,2-c]imidazol-2(3H)-yl)propanamide FCCNC(C(CN1C(N2C(C1)=CC(=C2)C2=CC=C(C=C2)CCO)=O)C=2N=CNC(C2O)=O)=O